OC1=CC=CC=2C=CC(=NOC21)OC 9-hydroxy-3-methoxybenzo[5,6]oxazepin